1-(2-chloropyrimidin-5-yl)-3-[(1R)-1-(5,7-difluoro-3-methyl-1-benzofuran-2-yl)-2,2,2-trifluoroethyl]urea ClC1=NC=C(C=N1)NC(=O)N[C@@H](C(F)(F)F)C=1OC2=C(C1C)C=C(C=C2F)F